C1=C(C=C2C=CC3=CC=CC4=CC=C1C2=C34)C=O 2-pyrenecarbaldehyde